N-(8,9-difluoro-6-oxo-1,4,5,6-tetrahydro-2H-pyrano[3,4-c]isoquinolin-1-yl)-N-methylimidazo[1,2-a]pyridine-6-carboxamide FC=1C(=CC=2C3=C(NC(C2C1)=O)COCC3N(C(=O)C=3C=CC=1N(C3)C=CN1)C)F